2-amino-5-methoxybenzamide NC1=C(C(=O)N)C=C(C=C1)OC